tris-(dibenzylideneacetone) dipalladium (0) [Pd].[Pd].C(C1=CC=CC=C1)=CC(=O)C=CC1=CC=CC=C1.C(C1=CC=CC=C1)=CC(=O)C=CC1=CC=CC=C1.C(C1=CC=CC=C1)=CC(=O)C=CC1=CC=CC=C1